S(=O)(=O)(O)C(C(=O)[O-])CC(=O)[O-].[Na+].[Na+].C(CCCCCCC)(=O)O caprylic acid disodium sulfosuccinate